N-(3-(1-((4-Methyl-4H-1,2,4-triazol-3-yl)thio)ethyl)phenyl)pyrimidine-4-carboxamide CN1C(=NN=C1)SC(C)C=1C=C(C=CC1)NC(=O)C1=NC=NC=C1